(5Z,7Z,9Z)-cyclooctadiene C1=CC=CCCCC1